C(C)(=O)N[C@@H]1C[C@H](C1)N1N=CC(=C1C(=O)NC1=NC=C(C=C1C)C#CC1=CC=CC=C1)Cl 1-(trans-3-acetamidocyclobutyl)-4-chloro-N-(3-methyl-5-(phenylethynyl)pyridin-2-yl)-1H-pyrazole-5-carboxamide